ClC=1C(=NC(=NC1)N1CCC(CC1)C(=O)N(C)C)NC1=CC=2C3=C(C(N(C2C=C1)C)=O)OCC[C@@H](N3)C (S)-1-(5-chloro-4-((2,7-dimethyl-6-oxo-1,2,3,4,6,7-hexahydro-[1,4]oxazepino[2,3-c]quinolin-10-yl)amino)pyrimidin-2-yl)-N,N-dimethylpiperidine-4-carboxamide